(R)-4-(1-hydroxypropyl)-N-(6-methyl-5-(7-(methylamino)-1,6-naphthyridin-3-yl)pyridin-3-yl)pyridineamide O[C@H](CC)C1=CC(=NC=C1)C(=O)NC=1C=NC(=C(C1)C=1C=NC2=CC(=NC=C2C1)NC)C